N1=CN=CC=2NC(C3(NC12)COC3)=O 5',8'-dihydro-6'H-spiro[oxetan-3,7'-pteridine]-6'-one